ClC=1C=C2C(=CC(=NC2=CC1)C(F)(F)F)N[C@@H]1C[C@@H](CCC1)NC(=O)C1=CC=NN1C N-[(1R,3S)-3-{[6-chloro-2-(trifluoromethyl)quinolin-4-yl]amino}cyclohexyl]-1-methyl-1H-pyrazole-5-carboxamide